(6S)-6-((4-bromophenoxy)methyl)-2-methyl-1,4-dioxane-2-carboxylic acid BrC1=CC=C(OC[C@@H]2COCC(O2)(C(=O)O)C)C=C1